ethyl-benzoate C(C)OC(C1=CC=CC=C1)=O